C1(=CC=CC=C1)CCCC(C1=CC=CC=C1)C1C[C@H](NC1)C(=O)O γ-(3-phenyl-propyl-benzyl)-proline